C(#N)CCOCCNC(=O)C1=CC2=C(N=CN2)C=C1 benzoimidazole-5-carboxylic acid [2-(2-cyano-ethoxy)-ethyl]-amide